N-methacryloyl-L-leucine-dicyclopropylmethylamide C1(CC1)C(C1CC1)NC([C@@H](NC(C(=C)C)=O)CC(C)C)=O